N1(CCCC1)C1=CC=C(C=C1)P(C1=C(C2=CC=CC=C2C=C1)C1=C(C=CC2=CC=CC=C12)P(C1=CC=C(C=C1)N1CCCC1)C1=CC=C(C=C1)N1CCCC1)C1=CC=C(C=C1)N1CCCC1 2,2'-bis[bis[4-(pyrrolidin-1-yl)phenyl]phosphino]-1,1'-binaphthyl